BrC1=CC=C(C=C1)NC(=O)C1N(CCC1)C(=O)NC1=CC(=C(C=C1)Cl)C N2-(4-Bromophenyl)-N1-(4-chloro-3-methylphenyl)pyrrolidine-1,2-dicarboxamide